C([C@@H]([C@H](C=O)O)O)C(=O)C(=O)[O-] The molecule is the anion resulting from the removal of a proton from the carboxylic acid group of 5-dehydro-4-deoxy-D-glucuronic acid. It is a conjugate base of a 5-dehydro-4-deoxy-D-glucuronic acid.